CC1=CC(=NN1)NC=1C2=C(N=C(N1)NC1CC3CCCC(C1)N3S(=O)(=O)C3=NC=CC=C3)SC=C2 N4-(5-methyl-1H-pyrazol-3-yl)-N2-((3-exo)-9-(pyridin-2-ylsulfonyl)-9-azabicyclo[3.3.1]nonan-3-yl)thieno[2,3-d]pyrimidine-2,4-diamine